tert-butyl N-[trans-4-[(4-amino-7-benzylsulfanyl-5,5-dimethyl-6H-benzo[h]quinazolin-8-yl)oxy]cyclohexyl]carbamate NC1=NC=NC=2C3=C(CC(C12)(C)C)C(=C(C=C3)O[C@@H]3CC[C@H](CC3)NC(OC(C)(C)C)=O)SCC3=CC=CC=C3